[Cl-].[Cl-].C(C)(C)(C)C1=C(C(C(=C1)C)[Zr+2]C1=C(C=CC=2C3=CC=C(C=C3CC12)C(C)(C)C)C(C)(C)C)C (3-tert-butyl-2,5-dimethyl-cyclopentadienyl)(2,7-di-tert-butylfluorenyl)zirconium dichloride